[N+](=O)([O-])C1=C(C=CC=C1C)C 2-nitro-m-xylene